ClC=1C=C2C(=NC(=NC2=C(C1C1=CC2=CC=CC=C2C=C1O)F)N1CC(C1)N(C)C)N1C[C@H]2CC[C@@H](C1)N2C(=O)OC(C)(C)C tert-Butyl (1R,5S)-3-((S or R)-6-chloro-2-(3-(dimethylamino) azetidin-1-yl)-8-fluoro-7-(3-hydroxynaphthalen-2-yl)quinazolin-4-yl)-3,8-diazabicyclo[3.2.1]octane-8-carboxylate